BrC1=C(C(=NC=C1)N1N=C(N=C1C)C)F 4-bromo-2-(3,5-dimethyl-1H-1,2,4-triazol-1-yl)-3-fluoropyridine